ISOCHINOLINSULFONAMID C1(=NC=CC2=CC=CC=C12)S(=O)(=O)N